C(C#C)NC=1C(=NC(NC1)=O)N 5-propargylamino-cytosine